1,1'-dibenzyl-4,4'-bipyridine dichloride [Cl-].[Cl-].C(C1=CC=CC=C1)N1C=CC(C=C1)=C1C=CN(C=C1)CC1=CC=CC=C1